C1(CC1)S(=O)(=O)N1C[C@H]([C@@H](CC1)NC1=NN2C(C=N1)=C(C=C2N2CC(CC2)(F)F)F)O (3R,4R)-1-(cyclopropylsulfonyl)-4-((7-(3,3-difluoropyrrolidin-1-yl)-5-fluoropyrrolo[2,1-f][1,2,4]triazin-2-yl)amino)piperidin-3-ol